FC1=CC=C(C=C1)C1=CSC=C1 3-(4-Fluorophenyl)thiophene